penta-acetyl-quercetin tert-butyl-3-(4-(8-(2,4-dichlorophenyl)-3-(methoxycarbonyl)-6,7-dihydro-5H-benzo[7]annulen-9-yl)benzyl)pyrrolidine-1-carboxylate C(C)(C)(C)C1N(CCC1CC1=CC=C(C=C1)C1=C(CCCC2=C1C=CC(=C2)C(=O)OC)C2=C(C=C(C=C2)Cl)Cl)C(=O)O.C(C)(=O)C2=C(C(=C(C(=C2C=2OC=1C(=C(C(=C(C1C(C2O)=O)O)C(C)=O)O)C(C)=O)C(C)=O)O)O)C(C)=O